C(\C=C\C(=O)[O-])(=O)OC(C)CC monosec-butyl fumarate